ClC=1C=C2C(=NC1O)NN=C2 5-chloro-1H-pyrazolo[3,4-b]pyridin-6-ol